Calcium Glucose Bicarbonate C([O-])(O)=O.O=C[C@H](O)[C@@H](O)[C@H](O)[C@H](O)CO.[Ca+2].C([O-])(O)=O